NC=1N=CC(=NC1)C#N 5-amino-pyrazine-2-carbonitrile